FC=1C(=NC(=NC1)NC1CCNCC1)C1=CC(=CC=C1)N1C(OCCC1)=O 4-((5-fluoro-4-(3-(2-oxo-1,3-oxazinan-3-yl)phenyl)pyrimidin-2-yl)amino)piperidine